COC(=O)C=1C=CC=2N(N1)C=C(N2)CBr (bromomethyl)imidazo[1,2-b]Pyridazine-6-carboxylic acid methyl ester